2-(1H-imidazol-1-yl)-N-((1r,4r)-4-(2-methoxyethoxy)cyclohexyl)-5H-pyrrolo[3,2-d]pyrimidine-4-carboxamide N1(C=NC=C1)C=1N=C(C2=C(N1)C=CN2)C(=O)NC2CCC(CC2)OCCOC